2-Hydroxy-benzoic acid-2-hexyl ester CC(CCCC)OC(C1=C(C=CC=C1)O)=O